FC=1C(=NC=C(C1)C(C(C(F)(F)F)(F)F)(F)F)C=1C(=C(C(=O)N)C=C(C1)[N+](=O)[O-])SC=1SC(=CN1)CCO [3-fluoro-5-(1,1,2,2,3,3,3-heptafluoropropyl)-2-pyridyl]-2-[5-(2-hydroxyethyl)thiazol-2-yl]sulfanyl-5-nitro-benzamide